S(=O)(=O)(OCCCCCCCCCCCC)[O-].[Na+] sodium lauryl sulfat